BrC=1C=CC(=C(COCC(=O)OC(C)(C)C)C1)COC1=CC=C(C=C1)C=1N=C(OC1C)CC1=CC(=CC=C1)Cl tert-Butyl 2-((5-bromo-2-((4-(2-(3-chlorobenzyl)-5-methyloxazol-4-yl)phenoxy)methyl)benzyl)oxy)acetate